BrC=1C=C2C(=NC1)N(C=C2C(=O)C=2C(=C(C=CC2OC)NS(=O)(=O)N2C(OCC2)=O)F)C(C2=C(C=CC=C2Cl)Cl)=O N-{3-[5-bromo-1-(2,6-dichlorobenzoyl)pyrrolo[2,3-b]pyridine-3-carbonyl]-2-fluoro-4-methoxyphenyl}-2-oxo-1,3-oxazolidine-3-sulfonamide